tetra-1-hexadecyl dithiomalate C(C(S)CC(=O)OCCCCCCCCCCCCCCCC)(=O)OCCCCCCCCCCCCCCCC.C(C(S)CC(=O)OCCCCCCCCCCCCCCCC)(=O)OCCCCCCCCCCCCCCCC